FC(C1=C(C=CC(=C1)C(F)(F)F)C1C(N(C2=C(CC1)C=C(C=C2)F)CC#CC=2N=NC=CC2)=O)(F)F 3-[2,4-bis(trifluoromethyl)phenyl]-1-[3-(1,2-diazin-3-yl)prop-2-ynyl]-7-fluoro-2,3,4,5-tetrahydro-1H-1-benzazepin-2-one